bis(cyclooctadiene) nickel(0) [Ni].C1=CC=CCCCC1.C1=CC=CCCCC1